(1-(4-bromophenyl)-1H-1,2,3-triazol-4-yl)(piperidin-1-yl)methanone BrC1=CC=C(C=C1)N1N=NC(=C1)C(=O)N1CCCCC1